[5,7-dihydroxy-2-(4-hydroxyphenyl)-6-methoxy-4-oxo-2,3-dihydrochromen-3-yl] acetate C(C)(=O)OC1C(OC2=CC(=C(C(=C2C1=O)O)OC)O)C1=CC=C(C=C1)O